(S)-3-((2-amino-5,5-difluorohexyl)oxy)propan-1-ol N[C@H](COCCCO)CCC(C)(F)F